tert-butyl (S)-4-(1-((7-methoxy-2-methylimidazo[1,2-a]pyridin-6-yl)carbamoyl)-2,3-dihydro-1H-pyrrolo[2,3-b]pyridin-4-yl)-2-methylpiperazine-1-carboxylate COC1=CC=2N(C=C1NC(=O)N1CCC=3C1=NC=CC3N3C[C@@H](N(CC3)C(=O)OC(C)(C)C)C)C=C(N2)C